OC[C@H](CB(OC(C)(C[C@H](C)O)C)O)C=1C=NC=C(C1)C1=CC(=C(C=C1)OC)OCCC (S)-4-hydroxy-2-methylpentan-2-yl hydrogen ((R)-3-hydroxy-2-(5-(4-methoxy-3-propoxyphenyl)pyridin-3-yl)propyl)boronate